N-(4-(tert-butyl)phenyl)-3-phenyl-3a,7a-dihydrobenzo[b]thiophen-2-amine C(C)(C)(C)C1=CC=C(C=C1)NC1=C(C2C(S1)C=CC=C2)C2=CC=CC=C2